6-(6'-cyclopropyl-[2,2'-bipyridin]-3-yl)quinazolin-4-amine C1(CC1)C1=CC=CC(=N1)C1=NC=CC=C1C=1C=C2C(=NC=NC2=CC1)N